The molecule is an acyl CoA that results from the formal condensation of the thiol group of coenzyme A with the carboxy group of caffeic acid. It derives from a caffeic acid. It is a conjugate acid of a caffeoyl-CoA(4-). CC(C)(COP(=O)(O)OP(=O)(O)OC[C@@H]1[C@H]([C@H]([C@@H](O1)N2C=NC3=C(N=CN=C32)N)O)OP(=O)(O)O)[C@H](C(=O)NCCC(=O)NCCSC(=O)/C=C/C4=CC(=C(C=C4)O)O)O